C(C)OC(=O)C=1N=C(OC1CC)N 2-amino-5-ethyl-oxazole-4-carboxylic acid ethyl ester